C(C)(=O)C1=C(C=C(C=C1)Cl)C1=CC(N(C=C1OC)[C@H](C(=O)NC1=CC=C(C(=O)NCC)C=C1)CC1=CC=CC=C1)=O (S)-4-(2-(4-(2-acetyl-5-chlorophenyl)-5-methoxy-2-oxopyridin-1(2H)-yl)-3-phenylpropionylamino)-N-ethylbenzamide